5-[[2-[(2S,5R)-2-(4-Hydroxy-3-isopropyl-phenyl)-5-methyl-1-piperidyl]-2-oxo-acetyl]amino]pyridine-3-carboxamide OC1=C(C=C(C=C1)[C@H]1N(C[C@@H](CC1)C)C(C(=O)NC=1C=C(C=NC1)C(=O)N)=O)C(C)C